diethylamino-3-hydroxy-9-(2-(hydroxymethyl)phenyl)-9H-xanthene-2-carbaldehyde C(C)N(CC)C1=C(C(=CC=2OC3=CC=CC=C3C(C12)C1=C(C=CC=C1)CO)O)C=O